9'-phenyl-9H,9'H-3,3'-bicarbazole C1(=CC=CC=C1)N1C2=CC=CC=C2C=2C=C(C=CC12)C=1C=CC=2NC3=CC=CC=C3C2C1